4-[(5-chloro-4-{5-oxa-8-azaspiro[3.5]nonan-8-yl}pyrimidin-2-yl)amino]-N-(2H3)methylbenzenesulfonamide ClC=1C(=NC(=NC1)NC1=CC=C(C=C1)S(=O)(=O)NC([2H])([2H])[2H])N1CCOC2(CCC2)C1